BrC1=CC=C(C=C1)C(CBr)F 1-bromo-4-(2-bromo-1-fluoroethyl)benzene